C1(=CC=CC=C1)[C@H]1[C@@H](CNC1)C(=O)NC1=CC(=CC=C1)C=1C=NC=CC1 |r| (±)-trans-4-phenyl-N-[3-(pyrid-3-yl)phenyl]pyrrolidine-3-carboxamide